(2-((tert-Butoxycarbonyl)amino)ethyl)(2-(2,5-dioxo-2,5-dihydro-1H-pyrrol-1-yl)ethyl)carbamic acid tert-butyl ester C(C)(C)(C)OC(N(CCN1C(C=CC1=O)=O)CCNC(=O)OC(C)(C)C)=O